Cl.NC1=CC(=NC(=C1)C=1SC=CN1)C1=NC(=CC=C1)N1C[C@](CC1)(C)O (R)-4-amino-6'-(3-hydroxy-3-methylpyrrolidin-1-yl)-6-(thiazol-2-yl)-[2,2'-bipyridine] Hydrochloride salt